2-(3-hydroxyadamantan-1-yl)-N-(4-isopropyl-1-oxophthalazin-2(1H)-yl)acetamide OC12CC3(CC(CC(C1)C3)C2)CC(=O)NN2C(C3=CC=CC=C3C(=N2)C(C)C)=O